2-{[(1S)-1-(4-chlorophenyl)ethyl]amino}-8-[3-(trifluoromethyl)benzyl]pyrido[2,3-d]pyrimidin-7(8H)-one ClC1=CC=C(C=C1)[C@H](C)NC=1N=CC2=C(N1)N(C(C=C2)=O)CC2=CC(=CC=C2)C(F)(F)F